C1(CC1)C=1SC(=CN1)C1=CC=CC=C1 4-(2-cyclopropyl-1,3-thiazol-5-yl)benzene